3-((1,3-dioxoisoindolin-2-yl)methyl)-5-methyl-4-oxopiperidine-1-carboxylic acid benzyl ester C(C1=CC=CC=C1)OC(=O)N1CC(C(C(C1)C)=O)CN1C(C2=CC=CC=C2C1=O)=O